[1,4,5]oxathiazocine-2(3H)-carboxylate O1C(CSN=CC=C1)C(=O)[O-]